3-((3,4-Dimethylphenyl)diazenyl)-3-methyl-2,3-dihydro-4H-benzo[4,5]imidazo[2,1-b][1,3]thiazin-4-one CC=1C=C(C=CC1C)N=NC1(C(N2C(SC1)=NC1=C2C=CC=C1)=O)C